adamantane-2,6-dicarboxylic acid C12C(C3CC(C(C(C1)C3)C(=O)O)C2)C(=O)O